2-bromo-N-(6-(o-tolyloxy)pyridazin-3-yl)propanamide BrC(C(=O)NC=1N=NC(=CC1)OC1=C(C=CC=C1)C)C